OCC1=C(CC2(CCC3(OCCO3)CC2)O)C=CC=C1 8-(2-(hydroxymethyl)benzyl)-1,4-dioxaspiro[4.5]decan-8-ol